CC=1C=C(NC2=NC=C(C(=N2)N[C@H](CO)C2=CC=CC=C2)C2=NC(=NN2)C(F)(F)F)C=CC1S(=O)(=O)C (2S)-2-[[2-(3-methyl-4-methylsulfonyl-anilino)-5-[3-(trifluoromethyl)-1H-1,2,4-triazol-5-yl]pyrimidin-4-yl]amino]-2-phenyl-ethanol